(2S,3S,4S,5S,6S)-2-((S)-2-acetoxy-1-fluoroethyl)-6-(((4S)-2-oxido-4-(pyridin-4-yl)-1,3,2-dioxaphosphinan-2-yl)oxy)tetrahydro-2H-pyran-3,4,5-triyl triacetate C(C)(=O)O[C@@H]1[C@H](O[C@H]([C@H]([C@H]1OC(C)=O)OC(C)=O)OP1(OCC[C@H](O1)C1=CC=NC=C1)=O)[C@H](COC(C)=O)F